C(C1=CC=CC=C1)OCN1C=CC=2C(=C(C(=CC12)F)OC1=CC(=C(C=C1)F)C1=NC(=NN1C)C(OCCCCS(=O)(=O)C)C1=CC(=CC=C1)CCCO)C=O 1-((benzyloxy)methyl)-6-fluoro-5-(4-fluoro-3-(3-((3-(3-hydroxypropyl)phenyl)(4-(methylsulfonyl)butoxy)methyl)-1-methyl-1H-1,2,4-triazol-5-yl)phenoxy)-1H-indole-4-carbaldehyde